butyl-6-[((E,3S)-3-hydroxy-5-phenyl-pent-1-enyl)-2,4-dioxa-3-borabicyclo[3.2.1]octan-7-yl]-N-ethyl-hept-5-enamide C(CCC)C(C(=O)NCC)CCC=C(C)C1CC2OBOC1(C2)\C=C\[C@H](CCC2=CC=CC=C2)O